FC=1C=C(C=CC1)N1C=C(C2=C1N=CN=C2N2C[C@H](N(C[C@@H]2C)C(=O)OC(C)(C)C)C)I tert-Butyl (2R,5S)-4-(7-(3-fluorophenyl)-5-iodo-7H-pyrrolo[2,3-d]pyrimidin-4-yl)-2,5-dimethylpiperazine-1-carboxylate